tert-butyl 4-((5-bromo-3-(ethoxy carbonyl)benzofuran-7-yl)methyl)piperazine-1-carboxylate BrC=1C=C(C2=C(C(=CO2)C(=O)OCC)C1)CN1CCN(CC1)C(=O)OC(C)(C)C